FC1=C(C=CC(=C1)S(=O)(=O)C(F)(F)F)COC1CN(C1)C(=O)N1CC2(C1)CC(C2)N2N=C(N=C2)C2(CC2)O [3-[[2-fluoro-4-(trifluoromethylsulfonyl)phenyl]methoxy]azetidin-1-yl]-[6-[3-(1-hydroxycyclopropyl)-1,2,4-triazol-1-yl]-2-azaspiro[3.3]heptan-2-yl]methanone